1-(4-(2-(3,4-dimethoxyphenyl)-3-methyl-1H-indol-5-yl)piperidin-1-yl)-2-((2-hydroxyethyl)(methyl)amino)ethan-1-one COC=1C=C(C=CC1OC)C=1NC2=CC=C(C=C2C1C)C1CCN(CC1)C(CN(C)CCO)=O